2-((5-chloro-2-((3-fluoro-4-(4-(4-methylpiperazin-1-yl)piperidin-1-yl)phenyl)amino)pyrimidin-4-yl)amino)-N-cyclopropylbenzenesulfonamide ClC=1C(=NC(=NC1)NC1=CC(=C(C=C1)N1CCC(CC1)N1CCN(CC1)C)F)NC1=C(C=CC=C1)S(=O)(=O)NC1CC1